7-methyl-2-(5-methyl-1,3,4-oxadiazole-2-carbonyl)-N-(3,4,5-trifluorophenyl)-2,3,3a,4,10,10a-hexahydro-1H,7H-dipyrrolo[3,4-b:3',4'-f][1,4,5]oxathiazocine-8-carboxamide 5,5-dioxide CN1C(=C2OCC3C(NS(C2=C1)(=O)=O)CN(C3)C(=O)C=3OC(=NN3)C)C(=O)NC3=CC(=C(C(=C3)F)F)F